ClC1=CC=C(C=C1)C=CC(=O)C1=CC=C(C=C1)OC[C@](CN1N=CN=C1)(O)C1=C(C=C(C=C1)F)F 3-(4-Chlorophenyl)-1-[4-[(2S)-2-(2,4-difluorophenyl)-2-hydroxy-3-(1,2,4-triazol-1-yl)propoxy]phenyl]prop-2-en-1-one